N-(4-(7-(2-cyano-3-methylbut-2-enamido)-1-methyl-1H-indol-3-yl)pyridin-2-yl)cyclopropanecarboxamide C(#N)C(C(=O)NC=1C=CC=C2C(=CN(C12)C)C1=CC(=NC=C1)NC(=O)C1CC1)=C(C)C